4-benzoyl-1,3-diacetyl-1,3-dihydro-2H-imidazol-2-one C(C1=CC=CC=C1)(=O)C=1N(C(N(C1)C(C)=O)=O)C(C)=O